4-(5-(4-(2-(2-aminopyridin-3-yl)-5-phenyl-3H-imidazo[4,5-b]pyridin-3-yl)benzyl)-2,5-diazabicyclo[2.2.2]octan-2-yl)pyrimidine-2-carbonitrile NC1=NC=CC=C1C1=NC=2C(=NC(=CC2)C2=CC=CC=C2)N1C1=CC=C(CN2C3CN(C(C2)CC3)C3=NC(=NC=C3)C#N)C=C1